C(C)(C)(C)OC(=O)N1CCC(=CC1)C1=NC=C(C=N1)O.OC=1C=NC(=NC1)C1CCN(CC1)C(=O)OC(C)(C)C tert-Butyl 4-(5-hydroxypyrimidin-2-yl)piperidine-1-carboxylate tert-Butyl-4-(5-hydroxypyrimidin-2-yl)-3,6-dihydropyridine-1(2H)-carboxylate